(S)-1-(3,3-dimethylbutoxy)-1-oxopropan-2-aminium chloride [Cl-].CC(CCOC([C@H](C)[NH3+])=O)(C)C